[NH4+].C(CCCCCCCC)S(=O)(=O)[O-] 1-nonylsulfonic acid ammonium salt